6-Chloro-11-(difluoromethyl)-4-methyl-8-oxa-3,5-diazatricyclo[7.4.0.02,7]trideca-1(9),2(7),3,5,10,12-hexaene ClC1=NC(=NC=2C=3C=CC(=CC3OC12)C(F)F)C